ClC=1C(=CC(=NC1)C(F)(F)F)C(=O)OCC ethyl 5-chloro-2-(trifluoromethyl)pyridine-4-carboxylate